carbomethoxy peroxide C(=O)(OC)OOC(=O)OC